C(C)OB1OC(C(O1)(C)C)(C)C 2-ethoxy-4,4,5,5-tetramethyl-1,3,2-dioxaborolane